CN(C=1C=C(C=C(C1)[N+](=O)[O-])C#CCNC(OC(C)(C)C)=O)C tert-butyl (3-(3-(dimethylamino)-5-nitrophenyl)prop-2-yn-1-yl)carbamate